Lithium Ethanolat Isopropyl-2-isopropyl-3-oxo-2,3-dihydropyridazine-4-carboxylate C(C)(C)OC(=O)C=1C(N(N=CC1)C(C)C)=O.C(C)[O-].[Li+]